(3s,4r)-1-(4-bromopyridin-2-yl)-3-fluoropiperidin-4-ol BrC1=CC(=NC=C1)N1C[C@@H]([C@@H](CC1)O)F